C1(CC1)C=1C=C(C=CC1C(F)(F)F)C1=NNC(O[C@H]1C)=O (S)-5-(3-cyclopropyl-4-(trifluoromethyl)phenyl)-6-methyl-3,6-dihydro-2H-1,3,4-oxadiazin-2-one